BrC1=CC(=C(C=C1)CNC)C(F)(F)F 1-(4-bromo-2-(trifluoromethyl)phenyl)-N,N-dimethylamine